9-(3'-methoxybiphenyl-4-yl)-3,4-dihydropyrido[2,1-c][1,2,4]thiadiazine 2,2-dioxide COC=1C=C(C=CC1)C1=CC=C(C=C1)C1=CC=CN2C1=NS(CC2)(=O)=O